tert-butyl (4-(5-bromooxazolo[4,5-b]pyridin-2-yl)tetrahydro-2H-pyran-4-yl)carbamate BrC1=CC=C2C(=N1)N=C(O2)C2(CCOCC2)NC(OC(C)(C)C)=O